9-(tert-butoxycarbonyl)-14-(3-((tert-butoxycarbonyl)amino)propyl)-2,2,16-trimethyl-4,15-dioxo-3-oxa-5,9,14-triazaheptadecane C(C)(C)(C)OC(=O)N(CCCNC(OC(C)(C)C)=O)CCCCN(C(C(C)C)=O)CCCNC(=O)OC(C)(C)C